CN1C(C(=C(C2=CC=CC=C12)N1CCC(CC1)C=1C=CC2=C(N=C(O2)C)C1)C#N)=O 1-methyl-4-[4-(2-methyl-1,3-benzoxazol-5-yl)piperidin-1-yl]-2-oxo-1,2-dihydroquinoline-3-carbonitrile